C1=C(C=CC=2SC3=CC=CC=C3NC12)C(=C)C=1C=CC(=NC1)N 5-(1-(10H-phenothiazin-2-yl)vinyl)pyridin-2-amine